((2S,4R)-2-((bis(4-methoxyphenyl)(phenyl)methoxy)-methyl)-4-hydroxy-2-methylpyrrolidin-1-yl)-12-oxododecanoic acid methyl ester COC(C(CCCCCCCCCC=O)N1[C@](C[C@H](C1)O)(C)COC(C1=CC=CC=C1)(C1=CC=C(C=C1)OC)C1=CC=C(C=C1)OC)=O